2-[[2-[(cyclobutylmethylamino)methyl]-1H-indol-6-yl]methyl]-5-[3-(1-hydroxy-1-methyl-ethyl)azetidin-1-yl]-2,7-naphthyridin-1-one C1(CCC1)CNCC=1NC2=CC(=CC=C2C1)CN1C(C2=CN=CC(=C2C=C1)N1CC(C1)C(C)(C)O)=O